2-(2-hydroxyethoxy)-p-phenylenediamine OCCOC1=C(C=CC(=C1)N)N